6-(2-(2,4-difluorophenyl)-2-hydroxy-3-(1H-imidazol-1-yl)propyl)-4-(3-(4-fluorophenyl)-1-methyl-1H-pyrazol-4-yl)-5H-pyrrolo[3,4-b]pyridine-5,7(6H)-dione FC1=C(C=CC(=C1)F)C(CN1C(C2=NC=CC(=C2C1=O)C=1C(=NN(C1)C)C1=CC=C(C=C1)F)=O)(CN1C=NC=C1)O